8-(5-fluoro-2-methylphenyl)-9-(4-((1-(3-fluoropropyl)azetidin-3-ylidene)methyl)phenyl)-6,7-dihydro-5H-benzo[7]annulene-3-carboxylic acid FC=1C=CC(=C(C1)C=1CCCC2=C(C1C1=CC=C(C=C1)C=C1CN(C1)CCCF)C=CC(=C2)C(=O)O)C